carbonyl cyanide-m-chlorophenyl hydrazone ClC=1C=C(C=CC1)NN=C(C#N)C#N